benzoyl-lysine C(C1=CC=CC=C1)(=O)N[C@@H](CCCCN)C(=O)O